5-((tert-Butoxycarbonyl)(methyl)amino)-2-(((trifluoromethyl)sulfonyl)oxy)cyclohex-1-ene-1-carboxylic acid methyl ester COC(=O)C1=C(CCC(C1)N(C)C(=O)OC(C)(C)C)OS(=O)(=O)C(F)(F)F